(trifluoromethyl)thiazole-4-carbaldehyde FC(F)(F)C=1SC=C(N1)C=O